COC(=O)C=1C=CC=C2CCN(CC12)C1=NC(=C(C=C1)C=1C=NN(C1C)CC1CCCC1)C(=O)OC(C)(C)C Methyl-2-(6-(tert-butoxycarbonyl)-5-(1-(cyclopentylmethyl)-5-methyl-1H-pyrazol-4-yl)pyridin-2-yl)-1,2,3,4-tetrahydroisoquinoline-8-carboxylate